vinyl-(n-butoxy)dimethylsilane C(=C)[Si](C)(C)OCCCC